C(CC)C(COC(C=1C(C(=O)OCC(CCCCC)CCC)=CC=CC1)=O)CCCCC phthalic acid di(2-propyl heptyl) ester